1-(2-(ethylsulfonyl)-4-(trifluoromethyl)phenyl)-5-methyl-1H-1,2,3-triazole-4-carbaldehyde C(C)S(=O)(=O)C1=C(C=CC(=C1)C(F)(F)F)N1N=NC(=C1C)C=O